N-(3,3-difluorocyclobutyl)-6-(1-ethoxyvinyl)pyridin-2-amine FC1(CC(C1)NC1=NC(=CC=C1)C(=C)OCC)F